[8-(6-Methoxy-pyridin-2-yl)-2,3-dihydro-benzo[1,4]dioxin-2-yl]-methanol COC1=CC=CC(=N1)C1=CC=CC2=C1OC(CO2)CO